3-((4-Methoxybenzyl)thio)-1H-1,2,4-triazole COC1=CC=C(CSC2=NNC=N2)C=C1